oxydisuccinate O(C(C(=O)[O-])CC(=O)[O-])C(C(=O)[O-])CC(=O)[O-]